C1CCCC=2C3=CC=CC=C3N(C12)CCC(=O)O 1,2,3,4-tetrahydro-9H-carbazole-9-propanoic acid